4-bromo-5-methoxy-2,2'-bithiophene BrC=1C=C(SC1OC)C=1SC=CC1